ClC1=C(C=CC=C1)C=1N(C2=NC(=NC(=C2N1)N1CCC(CC1)(C(=O)N)C)O[C@H](CO)C)C1=CC=C(C=C1)Cl 1-[8-(2-chlorophenyl)-9-(4-chlorophenyl)-2-[(1S)-2-hydroxy-1-methyl-ethoxy]purin-6-yl]-4-methylpiperidine-4-carboxamide